COC([C@H](C[C@H]1C(NCCC1)=O)NC(=O)[C@H]1NC[C@@](C1)(C(F)(F)F)OC)=O.F[C@H]1CN(CCC1)C1=C(C=C(C=C1)S(=O)(=O)C)[N+](=O)[O-] (R)-3-fluoro-1-(4-(methylsulfonyl)-2-nitrophenyl)piperidine methyl-(2S)-2-[[(2S,4S)-4-methoxy-4-(trifluoromethyl)pyrrolidine-2-carbonyl]amino]-3-[(3S)-2-oxo-3-piperidyl]propanoate